FC1(CCC(CC1)C1=CC(=NS1)C[C@@H]1[C@@H]([C@H]([C@H]([C@H](O1)CO)O)N1N=NC(=C1)C1=CC(=C(C(=C1)F)F)F)OC)F (2R,3R,4S,5R,6R)-6-((5-(4,4-Difluorocyclohexyl)isothiazol-3-yl)methyl)-2-(hydroxymethyl)-5-methoxy-4-(4-(3,4,5-trifluorophenyl)-1H-1,2,3-triazol-1-yl)tetrahydro-2H-pyran-3-ol